NC(C(=O)O)(CCCCB(O)O)CCCN1C(CCC1)C1=CC=C(C=C1)C1=CC=CC=C1 2-amino-2-(3-(2-(biphenyl-4-yl)pyrrolidin-1-yl)propyl)-6-borono-hexanoic acid